2,4,6-trimethyl-benzene CC1=CC(=CC(=C1)C)C